CN1N=CC=2C1=CN=CC2C2=CC=C(C=C2)N2C(N(C1=C2C=CC=C1)CC(=O)NCC(F)(F)F)=O 2-[3-[4-(1-methylpyrazolo[3,4-c]pyridin-4-yl)phenyl]-2-oxobenz-imidazol-1-yl]-N-(2,2,2-trifluoroethyl)acetamide